ClC=1C=CC=C2CC[C@H](C12)C(NC1CC(C1)(F)F)=O (R)-7-chloro-1-((3,3-difluorocyclobutyl)carbamoyl)-2,3-dihydro-1H-inden